C1(CCCCC1)NC1CCCCC1.C(C1=CC=CC=C1)OC(=O)N([C@H](C(=O)O)COC1CCC1)C (2S)-2-[benzyloxycarbonyl-(methyl)amino]-3-(cyclobutoxy)propionic acid dicyclohexylamine salt